BrC1=CC=C(C=C1)C1=C(CCC1)CN1CCN(CC1)CC=1C=C2CN(C(C2=CC1)=O)C1C(NC(CC1)=O)=O 3-(5-((4-((2-(4-bromophenyl)cyclopent-1-en-1-yl)methyl)piperazin-1-yl)methyl)-1-oxoisoindolin-2-yl)piperidine-2,6-dione